COC1=CC=CC=C1C2=CC=CC=C2 methoxy-1,1'-biphenyl